C(CCCCCCC\C=C/C\C=C/CCCCC)(=O)O.N1=CC=CC(=C1)C1N(C)CCC1 nicotine linoleate